N'-(2-bromobenzoyl)-1-phenoxyformohydrazide BrC1=C(C(=O)NNC(=O)OC2=CC=CC=C2)C=CC=C1